4-(6-((1-(4-(Difluoromethyl)phenyl)-4-methyl-1H-1,2,3-triazol-5-yl)methoxy)pyridazine-3-yl)-1-(2-(3,3-difluoropyrrolidin-1-yl)ethyl)piperazin-2-one FC(C1=CC=C(C=C1)N1N=NC(=C1COC1=CC=C(N=N1)N1CC(N(CC1)CCN1CC(CC1)(F)F)=O)C)F